(1-(methoxymethyl)-2-oxabicyclo[2.1.1]hexane-4-yl)methanol COCC12OCC(C1)(C2)CO